bis-(triethoxysilylpropyl) tetrasulfide C(C)O[Si](OCC)(OCC)CCCSSSSCCC[Si](OCC)(OCC)OCC